6-bromo-2-[[5-fluoro-2-(methoxymethoxy)phenyl]-(5-methyl-4H-1,2,4-triazol-3-yl)methyl]isoindolin-1-one indium-gallium [Ga].[In].BrC1=CC=C2CN(C(C2=C1)=O)C(C1=NN=C(N1)C)C1=C(C=CC(=C1)F)OCOC